The molecule is a doubly-charged nucleotide-sugar oxoanion obtained via deprotonation of the diphosphate OH groups of UDP-N-acetyl-L-fucosamine; major species at pH 7.3. It is a conjugate base of an UDP-N-acetyl-beta-L-fucosamine. C[C@H]1[C@H]([C@H]([C@@H]([C@H](O1)OP(=O)([O-])OP(=O)([O-])OC[C@@H]2[C@H]([C@H]([C@@H](O2)N3C=CC(=O)NC3=O)O)O)NC(=O)C)O)O